C(#N)C=1C=CC(=C(C1)C1=CC(=NC=C1C(=O)NC=1SC2=NC(=CC=C2N1)C1=CC(=C(C=C1)N1C(OCC1=O)=O)C)C)OC 4-(5-cyano-2-methoxyphenyl)-N-(5-(4-(2,4-dioxooxazolidin-3-yl)-3-methylphenyl)thiazolo[5,4-b]pyridin-2-yl)-6-methylnicotinamide